(6-(2-(4-hydroxypiperidin-1-yl)pyrimidin-5-yl)-2-methoxypyridin-3-yl)-5-methyl-3-phenylisoxazole-4-carboxamide OC1CCN(CC1)C1=NC=C(C=N1)C1=CC=C(C(=N1)OC)NC(=O)C=1C(=NOC1C)C1=CC=CC=C1